isocyanate compound with trimethylolphosphine oxide C(O)P(CO)(CO)=O.[N-]=C=O